1-ethyl-1H-tetrazole-5-carboxylic acid C(C)N1N=NN=C1C(=O)O